BrC=1C=C(C(=C(C1)S(=O)(=O)NC1=C(C(=CC(=C1)Cl)S(NCC1OCCC1)(=O)=O)O)O)Cl 5-Bromo-3-chloro-N-(5-chloro-2-hydroxy-3-(N-((tetrahydrofuran-2-yl)methyl)sulfamoyl)phenyl)-2-hydroxybenzenesulfonamide